3-((4-hydroxy-1-((R)-3-phenylbutyryl)piperidin-4-yl)methyl)-7-(1-(methylamino)-2,3-dihydro-1H-inden-5-yl)thieno[3,4-d]pyrimidin-4(3H)-one OC1(CCN(CC1)C(C[C@@H](C)C1=CC=CC=C1)=O)CN1C=NC=2C(C1=O)=CSC2C=2C=C1CCC(C1=CC2)NC